BrC=1C=NC(=NC1)C=1CCN(CC1)C(=O)OC(C)(C)C tert-butyl 4-(5-bromopyrimidin-2-yl)-3,6-dihydropyridine-1(2H)-carboxylate